(1R,5S)-3-azabicyclo[3.1.0]hexan [C@@H]12CNC[C@H]2C1